OCCN(C1=CC=C(C=C1)/C=C/C(=O)C1=CC=C(C=C1)NC(=O)C1=CC(=NC(=C1)C)OC)C N-[4-[(E)-3-[4-[2-Hydroxyethyl(methyl)amino]phenyl]prop-2-enoyl]phenyl]-2-methoxy-6-methylpyridine-4-carboxamide